NC1OC(CCC1)N 2,6-diamino-tetrahydropyran